5-chloro-2-(4-chlorothiazol-5-yl)-4-[2-(difluoromethyl)piperazin-1-yl]-1H-pyrimidin-6-one hydrochloride Cl.ClC1=C(N=C(NC1=O)C1=C(N=CS1)Cl)N1C(CNCC1)C(F)F